2-(4-fluorophenyl)-5-methyl-1,3,4-thiadiazole FC1=CC=C(C=C1)C=1SC(=NN1)C